[N+](=O)([O-])C1=CC=C(C(C(=O)O)=C1)O L-5-nitrosalicylic acid